C(C)C(C(=O)OCC1=CC=C(C=C1)C)CC 4-methylbenzyl 2-ethylbutyrate